5-((4-methoxybenzyl)(5-(4-(trifluoromethyl)phenyl)oxazol-2-yl)amino)picolinonitrile COC1=CC=C(CN(C=2C=CC(=NC2)C#N)C=2OC(=CN2)C2=CC=C(C=C2)C(F)(F)F)C=C1